CCCCC[C@H](/C=C/C=C\\C/C=C\\C/C=C\\CCCC(=O)[O-])O The molecule is a 15-HETE(1-) that is the conjugate base of 15(R)-HETE(1-), obtained by deprotonation of the carboxy group; major species at pH 7.3. It is a conjugate base of a 15(R)-HETE.